S(OC1=CC=C(C=C1)OCC1=C(C=C(C=C1F)N1N=NC(=C1)C#N)F)(=O)(=O)F 4-((4-(4-cyano-1H-1,2,3-triazol-1-yl)-2,6-difluorobenzyl)oxy)phenyl sulfurofluoridate